C(#N)C1=C2C(NN=C(C2=CC(=C1)C=1C=NN(C1C1=C(C2=CC=CC=C2C=C1F)C#N)C)CNC(OC(C)(C)C)=O)=O Tert-butyl ((5-cyano-7-(5-(1-cyano-3-fluoronaphthalen-2-yl)-1-methyl-1H-pyrazol-4-yl)-4-oxo-3,4-dihydrophthalazin-1-yl)methyl)carbamate